C(C)(=[O+][O-])[O-].[Zr+4].C(C)(=[O+][O-])[O-].C(C)(=[O+][O-])[O-].C(C)(=[O+][O-])[O-] zirconium (IV) acetate oxide